2-(5-((3-(4-fluorophenyl)-5-methylisoxazol-4-yl)methoxy)pyrazin-2-yl)-3,4-dihydropyrrolo[1,2-a]pyrazin-1(2H)-one FC1=CC=C(C=C1)C1=NOC(=C1COC=1N=CC(=NC1)N1C(C=2N(CC1)C=CC2)=O)C